N-cyclopentyl-2-methyl-6-({[2-(trifluoromethyl)phenyl]carbonyl}amino)-1H-benzimidazole-4-carboxamide C1(CCCC1)NC(=O)C1=CC(=CC=2NC(=NC21)C)NC(=O)C2=C(C=CC=C2)C(F)(F)F